FC(CC(=O)OC)(F)F methyl 3,3,3-trifluoropropanoate